2-[(2-hydroxyethyl)amino]-1-methoxy-5-nitrobenzene OCCNC1=C(C=C(C=C1)[N+](=O)[O-])OC